ClC1=NC=C(C(=C1)C1=C(C=NC(=C1)C)C(=O)NC=1SC(=NN1)CCC1CC(C1)=O)OC 2'-chloro-5'-methoxy-6-methyl-N-(5-(2-(3-oxocyclobutyl)ethyl)-1,3,4-thiadiazol-2-yl)-(4,4'-bipyridine)-3-carboxamide